O[C@H]1[C@@H](O[C@@H]([C@H]1O)CO)N1C=2N=C3N(C(C2N=C1)=O)C(C(N3)O)(C)O 3-((2R,3R,4S,5R)-3,4-dihydroxy-5-(hydroxymethyl)tetrahydrofuran-2-yl)-6,7-dihydroxy-7-methyl-6,7-dihydro-3H-imidazo[1,2-a]purin-9(5H)-one